2-amino-5-(4-(3-(1,1-dioxotetrahydro-2H-thiopyran-4-yl)-3-azabicyclo[3.1.0]hex-1-yl)phenyl)-N-(4-hydroxycyclohexyl)nicotinamide NC1=C(C(=O)NC2CCC(CC2)O)C=C(C=N1)C1=CC=C(C=C1)C12CN(CC2C1)C1CCS(CC1)(=O)=O